4-((3-(2-Cyclopropylthiazol-5-yl)phenyl)((4-(6-(dimethylamino)pyridin-3-yl)bicyclo[2.2.2]octan-1-yl)methyl)carbamoyl)cyclohexyl trans-methylcarbamate CNC(OC1CCC(CC1)C(N(CC12CCC(CC1)(CC2)C=2C=NC(=CC2)N(C)C)C2=CC(=CC=C2)C2=CN=C(S2)C2CC2)=O)=O